1-(5-bromo-6-methylpyrazin-2-yl)pyrrolidin BrC=1N=CC(=NC1C)N1CCCC1